OC1N(C(N(C1C)OC)=O)C1=NC=CC(=C1)C(F)(F)F 4-hydroxy-1-methoxy-5-methyl-3-[4-(trifluoromethyl)pyridine-2-yl]imidazolidine-2-on